ClC1C(CCC(C(CC1)Cl)Cl)Cl 1,2,5,6-tetrachlorocyclooctane